dibenzylphenethyl-amine C(C1=CC=CC=C1)N(CCC1=CC=CC=C1)CC1=CC=CC=C1